C1(CC1)C=1NC2=C(C=C(C=C2C1C=O)F)F 2-CYCLOPROPYL-5,7-DIFLUORO-1H-INDOLE-3-CARBOXALDEHYDE